2-(azidomethyl)-6-(3,3-difluoroazetidine-1-yl)pyridine N(=[N+]=[N-])CC1=NC(=CC=C1)N1CC(C1)(F)F